2-(4-((3-carbamoyl-6-(2-chloro-6-fluorophenyl)pyridazin-4-yl)amino)phenyl)-2-methylpropionic acid C(N)(=O)C=1N=NC(=CC1NC1=CC=C(C=C1)C(C(=O)O)(C)C)C1=C(C=CC=C1F)Cl